C(C1=CC=CC=C1)(=O)OC1=C(C=CC(=C1)O)C(\C=C/C1=CC=C(C=C1)OC(C1=CC=CC=C1)=O)=O (2Z)-3-[4-(benzoyloxy)phenyl]prop-2-enoyl-5-hydroxyphenyl benzoate